(R)-2-(1,3-dioxoisoindolin-2-yl)propionic acid O=C1N(C(C2=CC=CC=C12)=O)[C@@H](C(=O)O)C